2-((4-((2-((2,4-Dichlorophenoxy)methyl)pyridin-4-yl)oxy)piperidin-1-yl)methyl)-1-((1-ethyl-1H-imidazol-5-yl)methyl)-1H-benzo[d]imidazole-6-carboxylic acid ClC1=C(OCC2=NC=CC(=C2)OC2CCN(CC2)CC2=NC3=C(N2CC2=CN=CN2CC)C=C(C=C3)C(=O)O)C=CC(=C1)Cl